octaazacubane N12N3N4N5N3N1N5N24